(S)-(2,2-dimethyl-1,3-dioxolan-4-yl)methanamine CC1(OC[C@@H](O1)CN)C